C(CCCCCCCCCCCCCCCCCCCCC(=O)OCOC1=NC2=CC(=CC=C2C=C1)OCCCCN1CCN(CC1)C1=CC=CC=2SC=CC21)(=O)OCOC2=NC1=CC(=CC=C1C=C2)OCCCCN2CCN(CC2)C2=CC=CC=1SC=CC12 bis((7-(4-(4-(benzo[b]thiophen-4-yl)piperazin-1-yl)butoxy)quinolin-2-yloxy)methyl) docosanedioate